C(#C)C1=C2C(=CC(=CC2=CC=C1F)N)C1=C(C=2N=C(N=C(C2C=N1)N1[C@@H]2[C@H]([C@@H]2COCC1)F)OC[C@H]1N(CCC1)C)F 5-ethynyl-6-fluoro-4-(8-fluoro-4-((1S,7S,8S)-8-fluoro-5-oxa-2-azabicyclo[5.1.0]octan-2-yl)-2-(((S)-1-methylpyrrolidin-2-yl)methoxy)pyrido[4,3-d]pyrimidin-7-yl)naphthalen-2-amine